1-{[(3S,5S)-5-Fluoro-1-methylpiperidin-3-yl](1-methyl-1H-pyrazol-4-yl)sulfamoyl}-3-{2-methyl-4H,5H,6H-cyclopenta[b]thiophen-3-yl}urea F[C@H]1C[C@@H](CN(C1)C)N(S(=O)(=O)NC(=O)NC=1C2=C(SC1C)CCC2)C=2C=NN(C2)C